C(C)(C)(C)OC(=O)N1C(CNCC1)C(F)(F)F tert-butyl-2-(trifluoromethyl)piperazine-1-carboxylate